5-cyclopropyl-3-(2,6-dichlorophenyl)isoxazole-4-carboxylic acid ethyl ester C(C)OC(=O)C=1C(=NOC1C1CC1)C1=C(C=CC=C1Cl)Cl